Methylenebisstearamid C(CCCCCCCCCCCCCCCCCC(=O)N)CCCCCCCCCCCCCCCCCC(=O)N